C[C@@H]1OCCN(C1)CC(=O)O (S)-2-(2-methylmorpholino)acetic acid